BrC1=CC=C(S1)C(=O)OC1=CC=C(C(=O)O)C=C1 4-((5-bromothiophene-2-carbonyl)oxy)benzoic acid